C1=C(C=CC2=CC=CC=C12)C(N(CC)CC)C(=O)OCC1=C(C=CC2=CC=CC=C12)OC 1-((2-methoxynaphthalen-1-yl) methyl) naphthalen-2-yldiethylglycinate